[F-].C(CC)[N+]1=CC=CC=C1 N-Propylpyridinium fluorid